O1SOCCC1 1,3,2-dioxathiane